(3-((4-((N-(2-amino-2-oxoethyl)-3-borono-5-bromobenzamido)methyl)benzyl)carbamoyl)-5-bromophenyl)boronic acid NC(CN(C(C1=CC(=CC(=C1)Br)B(O)O)=O)CC1=CC=C(CNC(=O)C=2C=C(C=C(C2)Br)B(O)O)C=C1)=O